ClC(C(=O)[O-])CCC 2-chloropentanate